7-Methyl-2-((7-methylchinolin-6-yl)amino)-9-(tetrahydro-2H-pyran-4-yl)-7,9-dihydro-8H-purin-8-on CN1C(N(C2=NC(=NC=C12)NC=1C=C2C=CC=NC2=CC1C)C1CCOCC1)=O